[6-(6-azaspiro[2.5]oct-6-yl)-4-bromo-2-nitrophenyl]-N-[2-(4,4-difluoropiperidinyl)-6-methylpyridin-4-yl]carboxamide C1CC12CCN(CC2)C2=CC(=CC(=C2C(=O)NC2=CC(=NC(=C2)C)N2CCC(CC2)(F)F)[N+](=O)[O-])Br